N1C(=NC=C1)CCO Imidazoleethanol